4-nitrobenzyl (2-(4-(hydroxymethyl)piperidin-1-yl)-2-oxoethyl)carbamate OCC1CCN(CC1)C(CNC(OCC1=CC=C(C=C1)[N+](=O)[O-])=O)=O